3-(((7-(1H-Pyrazol-4-yl)-2,3-dihydrofuro[3,2-c]pyridin-4-yl)amino)methyl)-N-(1-(2-(dimethylamino)ethyl)-1H-pyrazol-4-yl)benzamid N1N=CC(=C1)C=1C2=C(C(=NC1)NCC=1C=C(C(=O)NC=3C=NN(C3)CCN(C)C)C=CC1)CCO2